N(N)C1=NC(=CC(=N1)C#N)NC1=CC=C(C=C1)F 2-hydrazino-6-[(4-fluorophenyl)amino]pyrimidine-4-carbonitrile